ClC1=C(C(=O)NC2=C(C=CC(=C2)[N+](=O)[O-])C)C=C(C(=C1)Cl)S(NC1=CC=C(C=C1)OCC)(=O)=O 2,4-dichloro-5-(N-(4-ethoxyphenyl)sulfamoyl)-N-(2-methyl-5-nitrophenyl)benzamide